C(C)S(=O)(=O)C=1C([N+](C=CC1)=O)C1=NC2=C(C=NC(=C2)C(F)(F)F)N1C 2-(3-ethylsulfonyl-1-oxo-pyridin-1-ium-2-yl)-3-methyl-6-(trifluoromethyl)imidazo[4,5-c]pyridine